C(C)(C)(C)OC(=O)N[C@H]1CN(CCC1)[C@@H]1[C@H](C2=CC(=CC(=C2C1)Cl)Cl)OC1=CC=CC=C1 4-[[(1S,2S)-2-[(3R)-3-[[(tert-butoxy)carbonyl]amino]piperidin-1-yl]-4,6-dichloro-2,3-dihydro-1H-inden-1-yl]oxy]benzene